O(C1=CC=CC=C1)C(C)CC(C)OC1=CC=CC=C1 2,4-diphenoxypentane